rac-4-((2R,3S,5S)-3-(3,4-difluoro-2-methoxyphenyl)-5-(1-methyl-1H-pyrazol-4-yl)-5-(trifluoromethyl)tetrahydrothiophene-2-carboxamido)picolinamide FC=1C(=C(C=CC1F)[C@H]1[C@@H](S[C@](C1)(C(F)(F)F)C=1C=NN(C1)C)C(=O)NC1=CC(=NC=C1)C(=O)N)OC |r|